5,5-dimethyl-1-((2-oxo-2,3-dihydro-1H-pyrrolo[2,3-b]pyridin-4-yl)methyl)-3-(4-(1-(trifluoromethyl)cyclopropyl)phenyl)imidazolidine-2,4-dione CC1(C(N(C(N1CC1=C2C(=NC=C1)NC(C2)=O)=O)C2=CC=C(C=C2)C2(CC2)C(F)(F)F)=O)C